(E)-5-(2-bromovinyl)uracil Br/C=C/C=1C(NC(NC1)=O)=O